FC1=CC(=C(C=C1)C(=O)O)C 4-fluoro-2-methylbenzeneFormic acid